COC1=CC=C(CN2N=C3C(=C(C2=O)C(F)(F)F)CCC3CC(=O)N3CCC(CC3)N(C3=NC=C(C=N3)C(F)(F)F)C)C=C1 2-(4-Methoxybenzyl)-7-(2-(4-(methyl(5-(trifluoromethyl)pyrimidin-2-yl)amino)piperidin-1-yl)-2-oxoethyl)-4-(trifluoromethyl)-2,5,6,7-tetrahydro-3H-cyclopenta[c]pyridazin-3-one